5-tert-butyl-2,3-dichlorobenzene C(C)(C)(C)C=1C=C(C(=CC1)Cl)Cl